ClC1=CC(=CO1)CN1C2=C(C(C1=O)(C)C)SC(=C2)C(=O)NC2=CNC1=CC=CC=C21 4-((5-Chlorofuran-3-yl)methyl)-N-(1H-indol-3-yl)-6,6-dimethyl-5-oxo-5,6-dihydro-4H-thieno[3,2-b]pyrrole-2-carboxamide